ClC=1C(=NC(=NC1)NC1=NC(=NC=C1)C)C1=CC=C2CN(C(C2=C1)=O)CC(=O)N[C@H](C)C1=NC(=CC=C1)N(C)C 2-(6-{5-chloro-2-[(2-methylpyrimidin-4-yl)amino]pyrimidin-4-yl}-1-oxo-2,3-dihydro-1H-isoindol-2-yl)-N-[(1R)-1-[6-(dimethylamino)pyridin-2-yl]ethyl]acetamide